C(C)(C)(C)OC(=O)N1CC(CC1)COC1=CC2=CC=CC=C2C=C1C(=O)OC 3-((3-(methoxycarbonyl)naphthalen-2-yloxy)methyl)pyrrolidine-1-carboxylic acid tert-butyl ester